S1C=C(C=C1)N1C(=CC(=C1)C1=CC=C(C=C1)C)C(=O)C1=CC(=C(C(=C1)OC)OC)OC [1-(thiophen-3-yl)-4-(4-methylphenyl)-1H-pyrrol-2-yl](3,4,5-trimethoxyphenyl)methanone